5-(1-hydroxyethyl)-7-methyl-3-(thieno[2,3-b]pyridin-2-yl)quinoline-2-carbonitrile OC(C)C1=C2C=C(C(=NC2=CC(=C1)C)C#N)C1=CC=2C(=NC=CC2)S1